C1(CC1)C1=NC=NC(=C1C1=NC=C(C(=N1)OCC1=CC=C(C=C1)C=1N(C=C(N1)C(F)(F)F)C)C(C)O)OC 1-[2-(4-cyclopropyl-6-methoxy-pyrimidin-5-yl)-4-[[4-[1-methyl-4-(trifluoromethyl)imidazol-2-yl]phenyl]methoxy]pyrimidin-5-yl]ethanol